C(C)C=1C=C2C(=C(C(=NC2=C(C1)F)N1CC2(CC2C1)NC[C@@H]1OCCC1)C1=NC(=NO1)C)C 3-(6-ethyl-8-fluoro-4-methyl-3-(3-methyl-1,2,4-oxadiazol-5-yl)quinolin-2-yl)-N-(((R)-tetrahydrofuran-2-yl)methyl)-3-azabicyclo[3.1.0]hexan-1-amine